(S)-2-amino-3-(4-(5-(2'-hydroxy-6-methoxybiphenyl-3-yl)-1,2,4-oxadiazol-3-yl)phenyl)propanoic acid hydrochloride Cl.N[C@H](C(=O)O)CC1=CC=C(C=C1)C1=NOC(=N1)C=1C=C(C(=CC1)OC)C1=C(C=CC=C1)O